C(\C=C\C(=O)OCC(NC(=O)NCCC)=O)(=O)OC methyl {N-[(propylamino)carbonyl]carbamoyl}methyl (2E)-but-2-ene-1,4-dioate